OCCS(=O)(=O)C1=NC=CC(=C1)C(=O)O 2-[(2-Hydroxyethyl)sulfonyl]-4-pyridinecarboxylic acid